C(C)(=O)[C@@]1([C@@H]([C@H](C(O[C@@H]1CO)C1=C(C=CC=C1)\C=C\C(=O)C1=C(C(=C(C=C1)O)CCC(=C)C)O)O)O)O 4-acetylglucosyl-2',4'-dihydroxy-3'-isopentenyl-chalcone